2-bromo-4-(methyl-d3)-pyridine BrC1=NC=CC(=C1)C([2H])([2H])[2H]